tert-butyl (1-(6-((2-morpholinobenzo[d]oxazol-6-yl)carbamoyl)pyridin-2-yl)pyrrolidin-3-yl)carbamate O1CCN(CC1)C=1OC2=C(N1)C=CC(=C2)NC(=O)C2=CC=CC(=N2)N2CC(CC2)NC(OC(C)(C)C)=O